OC1=C(C(=O)O)C=CC(=C1)C(=O)O Hydroxyl-Terephthalic Acid